FC(CCN1N=NC2=C1C=C(C=C2)C=2C=CN1N=C(N=C(C12)OC)N[C@H]1C(CN(CC1)C(CO)=O)(F)F)F (R)-1-(4-((5-(1-(3,3-difluoropropyl)-1H-benzo[d][1,2,3]triazol-6-yl)-4-methoxypyrrolo[2,1-f][1,2,4]triazin-2-yl)amino)-3,3-difluoropiperidin-1-yl)-2-hydroxyethan-1-one